2-(3-((1r,3r)-3-(methoxymethyl)-1-(4-methyl-4H-1,2,4-triazol-3-yl)cyclobutyl)phenyl)-6-(((1-methylcyclobutyl)amino)methyl)-4-(trifluoromethyl)isoindolin-1-one COCC1CC(C1)(C1=NN=CN1C)C=1C=C(C=CC1)N1C(C2=CC(=CC(=C2C1)C(F)(F)F)CNC1(CCC1)C)=O